2-bromo-4-fluoro-N-hydroxybenzimidoyl chloride BrC1=C(C(=NO)Cl)C=CC(=C1)F